O=C1NC=C(C(N1)=O)C=1C=C(C=2N(N1)C=CN2)N2CC(C(C2)(F)F)OC2=CC=C(C#N)C=C2 4-((1-(6-(2,4-dioxo-1,2,3,4-tetrahydropyrimidin-5-yl)imidazo[1,2-b]pyridazin-8-yl)-4,4-difluoropyrrolidin-3-yl)oxy)benzonitrile